C1\C=C/CCCCCCCCCCCCCCCCC(=O)OC1=O cis-2-nonadecene-1,19-dicarboxylic anhydride